1-phenyl-5-(trideuteromethyl)pyridin-2(1H)-one C1(=CC=CC=C1)N1C(C=CC(=C1)C([2H])([2H])[2H])=O